C(C)SC=1C(=NN(C1NC(=O)C1=NC=CC=C1)C)C=1N=C2N(C=NC(=C2)C(F)(F)F)C1 N-(4-(ethylsulfanyl)-1-methyl-3-(7-(trifluoromethyl)imidazo[1,2-c]pyrimidin-2-yl)-1H-pyrazol-5-yl)pyridineamide